(1S,2R)-2-(6-fluoro-2,3-dimethylphenyl)-1-(5-oxo-4,5-dihydro-1,3,4-oxadiazol-2-yl)propyl-4-hydroxychroman-8-sulfonamide FC1=CC=C(C(=C1C([C@H](C=1OC(NN1)=O)[C@@H]1OC2=C(C=CC=C2C(C1)O)S(=O)(=O)N)C)C)C